C(=O)(O)CC1=CC=C(C(=O)C)C=C1 (4-Carboxymethylbenzoyl)Methane